((4-fluorophenyl)amino)-4-((2-methoxy-3-((tetrahydro-2H-pyran-4-yl)oxy)phenyl)amino)pyrimidine-5-carboxylic acid ethyl ester C(C)OC(=O)C=1C(=NC(=NC1)NC1=CC=C(C=C1)F)NC1=C(C(=CC=C1)OC1CCOCC1)OC